2-[(3-ethynyl-8-methyl-6-quinolyl)oxy]-N-(2-fluoroethyl)butan-amide C(#C)C=1C=NC2=C(C=C(C=C2C1)OC(C(=O)NCCF)CC)C